FC1=CC=C(C=C1)[C@@H](C)OC1=C(C=CC(=C1)[N+](=O)[O-])C1=NN(C(=C1C(=O)N)NC1=NC=CN=C1)COCC[Si](C)(C)C 3-{2-[(1R)-1-(4-fluorophenyl)ethoxy]-4-nitrophenyl}-5-[(pyrazin-2-yl)amino]-1-{[2-(trimethylsilyl)ethoxy]methyl}-1H-pyrazole-4-carboxamide